OCC12CCC(CC1)(C2)NC(OC(C)(C)C)=O Tert-butyl N-[4-(hydroxymethyl)norbornan-1-yl]carbamate